formyl-1,5-hexadiene C(=O)C=CCCC=C